ClC=1C(=NN(C1)C(=O)N1CCC2(CCN(C2)CC2=C(C=CC(=C2)Cl)C(F)(F)F)CC1)C(=O)O 4-chloro-1-(2-(5-chloro-2-(trifluoromethyl)benzyl)-2,8-diazaspiro[4.5]decane-8-carbonyl)-1H-pyrazole-3-carboxylic acid